FC1(CC(C1)N1C(C(=C(C=C1)C=1C2=C(C(N(C1)C)=O)NC=C2)OC2=C(C=CC=C2C)C)=O)F 4-(1-(3,3-difluorocyclobutyl)-3-(2,6-dimethylphenoxy)-2-oxo-1,2-dihydropyridin-4-yl)-6-methyl-1,6-dihydro-7H-pyrrolo[2,3-c]pyridin-7-one